CC(=O)NCCCC[C@@H](C(=O)O)NC(=O)OCC1C2=CC=CC=C2C3=CC=CC=C13 Fmoc-N-ε-acetyl-L-lysine